carbonic acid dicesium [Cs].[Cs].C(O)(O)=O